COC(=O)C=1NC2=C(C=CC=C2C1)C#N 7-cyano-1H-indole-2-carboxylic acid methyl ester